FC1=C(CC=2C=3N(C=C(N2)C2=NC(=NN2)C(F)F)N=CN3)C=C(C=C1)F 8-(2,5-difluorobenzyl)-6-(3-(difluoromethyl)-1H-1,2,4-triazol-5-yl)-[1,2,4]triazolo[1,5-a]pyrazine